NC1=CC=C(C(=N1)C(F)(F)F)SC=1C=2N(C(=NC1)N1CCC3(CCC[C@H]3N)CC1)C=CN2 (R)-8-(8-((6-amino-2-(trifluoromethyl)pyridin-3-yl)thio)imidazo[1,2-c]pyrimidin-5-yl)-8-azaspiro[4.5]decan-1-amine